5-(1-amino-5-boronopentyl)-1H-tetrazol NC(CCCCB(O)O)C1=NN=NN1